{7-bromo-2-methyl-5-nitro-3-[1-(triphenylmethyl)imidazol-4-yl]indazol-6-yl}(2-chloro-5-fluorophenyl)methanone BrC1=C(C(=CC2=C(N(N=C12)C)C=1N=CN(C1)C(C1=CC=CC=C1)(C1=CC=CC=C1)C1=CC=CC=C1)[N+](=O)[O-])C(=O)C1=C(C=CC(=C1)F)Cl